5-(2,4-dichloropiperazin-1-yl)-2,3-dihydro-1,4-benzodioxine ClC1N(CCN(C1)Cl)C1=CC=CC=2OCCOC21